6-bromo-N-(2-hydrazinoethyl)pyridin-2-amine hydrochloride Cl.BrC1=CC=CC(=N1)NCCNN